NC1=CC=C(C=N1)C1CCN(CC1)C(=O)O 4-(6-aminopyridin-3-yl)piperidine-1-carboxylic acid